N=1N2C(=C(C1)S(=O)(=O)N1C(CC(CC1([2H])[2H])C=1C(=CC=3N(C1)N=CN3)F)([2H])[2H])CCC2 6-(1-((5,6-dihydro-4H-pyrrolo[1,2-b]pyrazol-3-yl)sulfonyl)piperidin-4-yl-2,2,6,6-d4)-7-fluoro-[1,2,4]triazolo[1,5-a]pyridine